4-[4-[6-(cyclobutoxy)indazol-1-yl]-2,6-difluoro-N-methyl-anilino]butyric acid C1(CCC1)OC1=CC=C2C=NN(C2=C1)C1=CC(=C(N(C)CCCC(=O)O)C(=C1)F)F